3-((1H-indazol-4-yl)methyl)-7-((6-aminopyridin-2-yl)oxy)-5-methyl-3,5-dihydro-4H-pyridazino[4,5-b]indol-4-one N1N=CC2=C(C=CC=C12)CN1N=CC2=C(N(C=3C=C(C=CC23)OC2=NC(=CC=C2)N)C)C1=O